(R/S)-2-(1-Fluoroethyl)-3-(1H-indazol-5-yl)-5-(trifluoromethyl)imidazo[4,5-b]pyridine F[C@H](C)C1=NC=2C(=NC(=CC2)C(F)(F)F)N1C=1C=C2C=NNC2=CC1 |r|